3-bromopyrazolo[1,5-a]pyridine-5-carboxylic acid BrC=1C=NN2C1C=C(C=C2)C(=O)O